C1(=CC=CC=C1)NC1=CC=2C(C3=CC=CC=C3C2C=C1)(C)C phenyl-(9,9'-dimethylfluoren-2-yl)amine